[Pd].C(C)(C)(C)P(C(C)(C)C)C(C)(C)C.C(C)(C)(C)P(C(C)(C)C)C(C)(C)C bis(tris(tert-butyl)phosphine) palladium (0)